CC1N(C=CN1)C dimethyl-dihydroimidazole